[1-[(5R)-5-Oxido-4-(tetrahydropyran-4-ylamino)-6,7-dihydrothieno[3,2-d]pyrimidin-5-ium-2-yl]azetidin-3-yl]-thiazol-4-carboxylat [O-][S@@+]1CCC=2N=C(N=C(C21)NC2CCOCC2)N2CC(C2)OC(=O)C=2N=CSC2